COC(=O)C1CC(C1)(O)C=1SC(=C(N1)C)OC1=C(C=C(C=C1)N1N=CN(C1=O)CC1=C(C=CC=C1F)F)F 3-(5-(4-(4-(2,6-difluorobenzyl)-5-oxo-4,5-dihydro-1H-1,2,4-triazol-1-yl)-2-fluorophenoxy)-4-methylthiazol-2-yl)-3-hydroxycyclobutane-1-carboxylic acid methyl ester